ethyl 2-(1-((4-fluorophenyl)carbamoyl)cyclopropane-1-carboxamido)-4-phenylthiazole-5-carboxylate FC1=CC=C(C=C1)NC(=O)C1(CC1)C(=O)NC=1SC(=C(N1)C1=CC=CC=C1)C(=O)OCC